5,8-bis(hydroxymethyl)-tricyclo[5.2.1.02,6]decane OCC1CCC2C3CC(C(C12)C3)CO